(S)-6-chloro-3-((1-(3,6-dimethyl-2-(1-methyl-4,6-dihydropyrrolo[3,4-c]pyrazol-5(1H)-yl)-4-oxo-3,4-dihydroquinazolin-8-yl)ethyl)amino)picolinic acid ClC1=CC=C(C(=N1)C(=O)O)N[C@@H](C)C=1C=C(C=C2C(N(C(=NC12)N1CC=2N(N=CC2C1)C)C)=O)C